CS(=O)(=O)C1(CC1)C=1C=C(C(=O)O)C=CC1 3-(1-(methylsulfonyl)cyclopropyl)benzoic acid